4-methyl-3-(trifluoromethyl)benzene-1,2-diamine CC=1C(=C(C(=CC1)N)N)C(F)(F)F